C(C)(=O)C1=C(C=C(C=C1F)F)NC(C)=O N-(2-acetyl-3,5-difluoro-phenyl)acetamide